C(C1CO1)N(C1=CC=C(C=C1)OCC1CO1)CC1CO1 N,N-diglycidyl-4-glycidyloxybenzeneamine